2,4-diethyl-1,5-pentanediol di-pivalate C(C(C)(C)C)(=O)OCC(CC(COC(C(C)(C)C)=O)CC)CC